Tert-butyl ((4bR,9bR)-1-amino-7-(1-cyclopropylvinyl)-4b-hydroxy-10-oxo-4b,10-dihydro-9bH-indeno[1,2-b]benzofuran-9b-yl)carbamate NC1=C2C([C@]3([C@](OC4=C3C=CC(=C4)C(=C)C4CC4)(C2=CC=C1)O)NC(OC(C)(C)C)=O)=O